tert-butyl 8-[(1S,2R)-3,3-difluoro-2-(2-{2,3',5'-trifluoro-[1,1'-biphenyl]-3-yl}acetamido)cyclohexyl]-1,8-diazaspiro[4.5]decane-1-carboxylate FC1([C@@H]([C@H](CCC1)N1CCC2(CCCN2C(=O)OC(C)(C)C)CC1)NC(CC=1C(=C(C=CC1)C1=CC(=CC(=C1)F)F)F)=O)F